N1(N=CN=C1)C(=O)N1CCC(CC1)C1CCNC=2N1N=C(C2C(=O)N)C2=CC=C(C=C2)OC2=CC=CC=C2 7-(1-(1H-1,2,4-triazole-1-carbonyl)piperidin-4-yl)-2-(4-phenoxyphenyl)-4,5,6,7-tetrahydropyrazolo[1,5-a]pyrimidine-3-carboxamide